6-[4-hydroxyiminocycloheptyl]-1-[1-[4-(trifluoromethoxy)benzoyl]-4-piperidyl]-3H-imidazo[4,5-b]pyridin-2-one ON=C1CCC(CCC1)C=1C=C2C(=NC1)NC(N2C2CCN(CC2)C(C2=CC=C(C=C2)OC(F)(F)F)=O)=O